heptan-2-yl propanoate C(CC)(=O)OC(C)CCCCC